FC1C(C1)N1C(C(=CC=C1)C(=O)O)=O 1-Trans-(2-fluorocyclopropyl)-2-oxo-1,2-dihydropyridine-3-carboxylic acid